aminopropyl-dimethyl-bis-dodecyloxypropanaminium bromide [Br-].NCCCCC(C([NH3+])(OCCCCCCCCCCCC)OCCCCCCCCCCCC)(C)C